(S)-7-amino-N-(2-(2-cyano-4,4-difluoropyrrolidin-1-yl)-2-oxoethyl)quinolin-4-carboxyamide NC1=CC=C2C(=CC=NC2=C1)CC(=O)NCC(=O)N1[C@@H](CC(C1)(F)F)C#N